aminomethylcoumarin acetate CC(=O)O.C1=CC=C2C(=C1)C=C(C(=O)O2)CN